FC(C1=NC(=NO1)C1=CC=C(C=C1)C=C)(F)F 5-(trifluoromethyl)-3-(4-vinylphenyl)-1,2,4-oxadiazole